tert-butyl (R)-4-(4-amino-3-fluorophenyl)-2-methylpiperazine-1-carboxylate NC1=C(C=C(C=C1)N1C[C@H](N(CC1)C(=O)OC(C)(C)C)C)F